7-benzyl-5,6,7,8-tetrahydro-1,6-naphthyridine-2-sulfonate C(C1=CC=CC=C1)C1NCC=2C=CC(=NC2C1)S(=O)(=O)[O-]